C(C)(C)C=1C2=C(NC1C=1C=C(C=3N(C1)N=CN3)C)C=C(S2)C=O 6-isopropyl-5-(8-methyl-[1,2,4]triazolo[1,5-a]pyridin-6-yl)-4H-thieno[3,2-b]pyrrole-2-carbaldehyde